((1s,3s)-3-Hydroxy-3-methylcyclobutyl)(6-(pyrazolo[1,5-a]pyridin-7-ylmethyl)-2-azaspiro[3.3]heptan-2-yl)methanone OC1(CC(C1)C(=O)N1CC2(C1)CC(C2)CC2=CC=CC=1N2N=CC1)C